C(C)C1=C(C(=CC=C1)CC)[Si](COCCC)(COCCC)C1=C(C=CC=C1CC)CC bis(2,6-diethylphenyl)bis(propoxymethyl)silane